N-[4-methoxy-1-methyl-7-(1-methyl-1H-pyrazol-4-yl)-1H-1,3-benzodiazol-2-yl]-1-methyl-1H-pyrazole-4-carboxamide COC1=CC=C(C=2N(C(=NC21)NC(=O)C=2C=NN(C2)C)C)C=2C=NN(C2)C